CC1=CC(=NN1C1=NC(=CC=C1C(C)O)N1C=NC2=C1C=CC(=C2)NC=2N=NC(=CC2)C)S(=O)(=O)C 1-[2-(5-methyl-3-methylsulfonyl-pyrazol-1-yl)-6-[5-[(6-methylpyridazin-3-yl)amino]benzimidazol-1-yl]-3-pyridyl]ethanol